C[Si](CCOCOC1CC2(C1)CCC(CC2)O)(C)C 2-(2-trimethylsilylethoxymethoxy)spiro[3.5]nonan-7-ol